tert-butyl 2-((E)-3-((S)-2-cyano-4-(2-(1-ethyl-3-(trifluoromethyl)-1H-pyrazol-4-yl)phenyl)-4,7-dihydrothieno[2,3-c]pyridin-6(5H)-yl)-3-oxoprop-1-en-1-yl)piperidine-1-carboxylate C(#N)C1=CC2=C(CN(C[C@H]2C2=C(C=CC=C2)C=2C(=NN(C2)CC)C(F)(F)F)C(/C=C/C2N(CCCC2)C(=O)OC(C)(C)C)=O)S1